ClC=1C=C(NC2(CCC3(N(CC4=CC=CC=C34)CCCO)CC2)C#N)C=CC1 (1s,4s)-4-(3-chloroanilino)-2'-(3-hydroxypropyl)-2',3'-dihydrospiro[cyclohexane-1,1'-isoindole]-4-carbonitrile